n-dodecyl-guanidine bromide [Br-].C(CCCCCCCCCCC)NC(=N)N